N-(2-(2-(4-methoxybenzyl)-1H-indol-3-yl)ethyl)acetamide COC1=CC=C(CC=2NC3=CC=CC=C3C2CCNC(C)=O)C=C1